N-(2-(2-methoxynaphthalen-1-yl)ethyl)propan-2-amine fumarate C(\C=C\C(=O)O)(=O)O.COC1=C(C2=CC=CC=C2C=C1)CCNC(C)C